iron edetate sodium salt [Na+].C(N(CC(=O)[O-])CC(=O)O)CN(CC(=O)[O-])CC(=O)[O-].[Fe+2]